ClC1=C(CNC(=O)[C@]2(C=3C=C(C=NC3[C@@](CC2)(CO)O)C)F)C=CC(=C1)Cl (5s,8s)-N-(2,4-dichlorobenzyl)-5-fluoro-8-hydroxy-8-(hydroxymethyl)-3-methyl-5,6,7,8-tetrahydroquinoline-5-carboxamide